1-([3,3'-bipyridyl]-6-yl)-2-methyl-N3-(5-(methylthio)pyrimidin-2-yl)propane-1,3-diamine N1=CC(=CC=C1C(C(CNC1=NC=C(C=N1)SC)C)N)C=1C=NC=CC1